1-methyl-2-(1-naphthyl)cyclopropane CC1C(C1)C1=CC=CC2=CC=CC=C12